methylsulfonium tetrakis-(penta-fluorobenzyl)borate FC1=C(C(=C(C(=C1C[B-](CC1=C(C(=C(C(=C1F)F)F)F)F)(CC1=C(C(=C(C(=C1F)F)F)F)F)CC1=C(C(=C(C(=C1F)F)F)F)F)F)F)F)F.C[SH2+]